(3R,4R)-1-(3,4,5-trimethoxyphenyl)-3-chloromethyl-4-(3-hydroxy-4-methoxyphenyl)azetidin-2-one COC=1C=C(C=C(C1OC)OC)N1C([C@@H]([C@@H]1C1=CC(=C(C=C1)OC)O)CCl)=O